CC1(C=NC=2C=CC3=C(C12)C=CC=C3)C 1,1-dimethyl-1H-benzo[e]indol